N-Fmoc-1,4-butanediamine hydrochloride salt Cl.C(=O)(OCC1C2=CC=CC=C2C2=CC=CC=C12)NCCCCN